3,5-diazafluorenone C1(C=NC=C2C3=NC=CC=C3C=C12)=O